BrC=1C(=CC(=NC1)N(CC1=CC=C(C=C1)OC)CC1=CC=C(C=C1)OC)F 5-bromo-4-fluoro-N,N-bis(4-methoxybenzyl)pyridin-2-amine